CCCCCCCCCCCCCCCCCCCCCCCC[C@H]([C@@H](CCCCCCCCCCCCCCCCCC1CC1CCCCCCCCCCC2CC2CCCCCCCCCCCCCCCCCCCC)O)C(=O)[O-] The molecule is a C80 alpha-mycolate having a C54 meromycolic chain with two cis cyclopropyl functions and a saturated C26 alpha-branch. It is produced by Mycobacterium tuberculosis H37Ra. It has a role as a bacterial metabolite. It is an an alpha-mycolate and a hydroxy fatty acid anion. It is a conjugate base of a (2R)-2-[(1R)-1-hydroxy-18-{2-[10-(2-icosylcyclopropyl)decyl]cyclopropyl}octadecyl]hexacosanoic acid.